N-(3-methyl-1-(2-(1-METHYLPIPERIDIN-4-yl)ethyl)-1H-indazol-6-yl)-3-(pyridin-3-yl)benzamide CC1=NN(C2=CC(=CC=C12)NC(C1=CC(=CC=C1)C=1C=NC=CC1)=O)CCC1CCN(CC1)C